Bromodopamine BrNCCC1=CC(O)=C(O)C=C1